Cl.NC1=NC=C(C2=C1C=NN2)NC(C(N2[C@@H](CC[C@@H](C2)C)C=2N(N=CC2)C(C)C)=O)=O |r| N-(4-Amino-1H-pyrazolo[4,3-c]pyridin-7-yl)-2-oxo-2-[rac-(2S,5S)-2-(2-isopropylpyrazol-3-yl)-5-methyl-1-piperidyl]acetamide Hydrogen chloride